BrC1=CC(=C(C=C1)C1=CN=C(S1)[C@@H]1CC[C@H](CC1)NC(OC(C)C)=O)S(NC(C)(C)C)(=O)=O isopropyl (trans-4-(5-(4-bromo-2-(N-(tert-butyl)sulfamoyl)phenyl)thiazol-2-yl)cyclohexyl)carbamate